O=C1NCC2=CC=CC=C12 1-oxo-2,3-dihydro-1H-isoindole